chloro-4''-((3,5-difluoropyridin-2-yl)methoxy)-3-(2-hydroxypropan-2-yl)-4-methoxy-5',6''-dimethyl-2H,2''H-[1,2':4',1''-terpyridin]-2,2''-dione ClC=1C(=C(C(N(C1)C1=NC=C(C(=C1)N1C(C=C(C=C1C)OCC1=NC=C(C=C1F)F)=O)C)=O)C(C)(C)O)OC